FC1=CC=C(C=C1)C=1C=C2C(=CC=NC2=CC1)N[C@H](C)C=1N=NC(=CC1)C 6-(4-Fluorophenyl)-N-[(1R)-1-(6-methylpyridazin-3-yl)ethyl]chinolin-4-amin